3-[[5,7-difluoro-2-(4-fluorophenyl)-1H-indol-3-yl]methyl]-N-(2-hydroxyethyl)-cyclobutane-1-carboxamide FC=1C=C2C(=C(NC2=C(C1)F)C1=CC=C(C=C1)F)CC1CC(C1)C(=O)NCCO